CN([C@@H](C(C(=O)N[C@H]1CN(CCC1)CC1=CC(=NC=C1)C(=O)NC1=CC=C(C=C1)C1=CC2=C(N=CN=C2N2CCOCC2)N1)=C)C)C 4-(((R)-3-((R)-3-(dimethylamino)-2-methylenebutanamido)piperidin-1-yl)methyl)-N-(4-(4-morpholino-7H-pyrrolo[2,3-d]pyrimidin-6-yl)phenyl)picolinamide